C(C)(C)(C)OC(=O)N1C(COCC1)C=1NC2=CC(=C(C=C2C1)C)C(=O)O 2-(4-(tert-Butoxycarbonyl)morpholin-3-yl)-5-methyl-1H-indole-6-carboxylic acid